FC1=C(C=C(C=C1)C1=CC=C(C=C1)CNC=1C=CC(=C(C(=O)O)C1)O)C 5-(((4'-Fluoro-3'-methyl-[1,1'-biphenyl]-4-yl)methyl)amino)-2-hydroxybenzoic acid